(S)-4-amino-N-(6-((1,3-dimethyl-1H-pyrazol-4-yl)ethynyl)-2,3-dihydrobenzofuran-3-yl)-N,1-dimethyl-1H-pyrazolo[4,3-c]quinoline-8-carboxamide NC1=NC=2C=CC(=CC2C2=C1C=NN2C)C(=O)N(C)[C@@H]2COC1=C2C=CC(=C1)C#CC=1C(=NN(C1)C)C